3-methyl-5-[(E)-[methyl-(5-methyl-1,1-dioxo-1,2-benzothiazol-3-yl)hydrazono]methyl]-1H-benzimidazol-2-one CN1C(NC2=C1C=C(C=C2)/C=N/N(C2=NS(C1=C2C=C(C=C1)C)(=O)=O)C)=O